2-chloro-N4-(4-(1-methyl-4-(trifluoromethyl)-1H-imidazol-2-yl)benzyl)pyrimidine-4,5-diamine ClC1=NC=C(C(=N1)NCC1=CC=C(C=C1)C=1N(C=C(N1)C(F)(F)F)C)N